CCC(C)C(C(C1=CC=CC=C1)=O)(C(C1=CC=CC=C1)=O)OC γ-Butyl-methoxydibenzoylmethane